CC1=CC(=NN1)C1OC2(OC1)CCNCC2 (5-methyl-1H-pyrazol-3-yl)-1,4-dioxa-8-azaspiro[4.5]decane